C(#N)C1=CC2=C(N3[C@@H](C=NS2(=O)=O)COCC3)N=C1 (S)-3-Cyano-5,5-dioxido-7a,8,10,11-tetrahydro-[1,4]oxazino[3,4-d]pyrido[2,3-f][1,2,5]thiadiazepin